tert-butyl (S)-4-(4-(2-((tert-butoxycarbonyl) amino)-3-methoxy-3-oxopropyl)phenyl)cyclohexane-1-carboxylate C(C)(C)(C)OC(=O)N[C@@H](CC1=CC=C(C=C1)C1CCC(CC1)C(=O)OC(C)(C)C)C(=O)OC